5-(2-chloro-5-cyanophenyl)-3-{[(3R)-piperidin-3-ylcarbonyl]amino}-1H-indazole-1-carboxylic acid hexyl ester hydrochloride Cl.C(CCCCC)OC(=O)N1N=C(C2=CC(=CC=C12)C1=C(C=CC(=C1)C#N)Cl)NC(=O)[C@H]1CNCCC1